(±)-N-(1-Methyl-2-oxo-8-(7-oxa-2-azaspiro[3.5]nonan-2-yl)-2,3,4,5-tetrahydro-1H-benzo[b]azepin-3-yl)-4-phenoxypicolinamide CN1C2=C(CC[C@H](C1=O)NC(C1=NC=CC(=C1)OC1=CC=CC=C1)=O)C=CC(=C2)N2CC1(C2)CCOCC1 |r|